n-Hexacosan CCCCCCCCCCCCCCCCCCCCCCCCCC